C(C)N(C(C(N)=O)=O)C(C)C1=C(C=C(C=C1)C(C(F)(F)F)(F)F)C N'-ethyl-N'-[1-[2-methyl-4-(1,1,2,2,2-pentafluoroethyl)phenyl]ethyl]oxamide